(3R)-4-amino-N-((5-cyclopropyl-2-pyridinyl)methyl)-N,3-dimethyl-1,3-dihydrofuro[3,4-c][1,7]naphthyridine-8-carboxamide NC1=NC=2C=NC(=CC2C2=C1[C@H](OC2)C)C(=O)N(C)CC2=NC=C(C=C2)C2CC2